6-(2-methoxy-6,7-dihydrothiazolo[5,4-c]pyridin-5(4H)-yl)-4,5-dimethylpyridazine-3-carbonitrile COC=1SC=2CN(CCC2N1)C1=C(C(=C(N=N1)C#N)C)C